ClC=1C=C2C(=CC(=NC2=CC1)C(F)(F)F)NCC1(CN(C1)C(=O)OC1=CC=C(C=C1)[N+](=O)[O-])C1=CC=C(C=C1)F 4-nitrophenyl 3-(((6-chloro-2-(trifluoromethyl)quinolin-4-yl)amino)methyl)-3-(4-fluorophenyl)azetidine-1-carboxylate